amino-2-(3,5-dichloro-4-((1-cyclobutyl-6-oxo-1,6-dihydropyridin-3-yl)oxy)phenyl)-1,2,4-triazine-3,5(2H,4H)-dione NN1C(N(N=CC1=O)C1=CC(=C(C(=C1)Cl)OC1=CN(C(C=C1)=O)C1CCC1)Cl)=O